ethyl 3-oxo-3-[2-[(2,3,4-trifluorophenyl)methylcarbamoyl]cyclopropyl]propanoate O=C(CC(=O)OCC)C1C(C1)C(NCC1=C(C(=C(C=C1)F)F)F)=O